4-amino-N-(1,3-dioxoisoindolin-5-yl)butanamide NCCCC(=O)NC=1C=C2C(NC(C2=CC1)=O)=O